C(C)N1C(N(N=C1CO)C=1C=C2C(=CC(=NC2=CC1F)N1[C@@H](CCCC1)C)C(C)C)=O (R)-4-Ethyl-2-(7-fluoro-4-isopropyl-2-(2-methylpiperidin-1-yl)quinolin-6-yl)-5-(hydroxymethyl)-2,4-dihydro-3H-1,2,4-triazol-3-one